methyl 3-bromo-4-trifluoromethylbenzoate BrC=1C=C(C(=O)OC)C=CC1C(F)(F)F